FC=1C=C(C=CC1)C1=CC(=NO1)[C@@H]1C([C@H]1C1=CC=C(C=C1)S(=O)(=O)N)(C)C 4-{trans-3-[5-(3-fluorophenyl)isoxazol-3-yl]-2,2-dimethylcyclopropyl}benzenesulfonamide